COC(=O)C=1C=C(C=CC1)S(=O)(=O)N1CC2(C1)CCN(CC2)C(=O)OC(C)(C)C tert-butyl 2-((3-(methoxycarbonyl) phenyl) sulfonyl)-2,7-diazaspiro[3.5]nonane-7-carboxylate